O=C1NC(CCC1N1C(C2=CC=CC(=C2C1)OCCCCC(=O)N1CCN(CC1)C1=CC=C(N=N1)C(=O)N1CCC(CC1)CCCCNC(\C=C\C=1C=NC=CC1)=O)=O)=O (E)-N-(4-(1-(6-(4-(5-((2-(2,6-dioxopiperidin-3-yl)-1-oxoisoindoline-4-yl)oxy)pentanoyl)piperazin-1-yl)pyridazin-3-carbonyl)piperidin-4-yl)butyl)-3-(pyridin-3-yl)acrylamide